C1=CC=CC=2C3=CC=CC=C3C3(C12)C1=CC=C(C=C1OC=1C=C(C=CC13)OC(=O)C=1C=C(C(C(=O)O)=CC1)C(=O)O)OC(=O)C=1C=C(C(C(=O)O)=CC1)C(=O)O 4,4'-[spiro(xanthene-9,9'-fluorene)-3,6-diyl-bis(oxycarbonyl)]diphthalic acid